NC1=CC=C(C=C1)C=1C2=CC=C(N2)C(=C2C=CC(C(=C3C=CC(=C(C=4C=CC1N4)C4=CC=C(C=C4)N)N3)C3=CC=C(C=C3)N)=N2)C2=CC=C(C=C2)N 5,10,15,20-tetrakis-(4-aminophenyl)porphyrin